N-[(6-amino-2-pyridyl)sulfonyl]-2-(6-azaspiro[2.4]heptan-6-yl)-6-(3-fluoro-5-isobutoxy-phenyl)pyridine-3-carboxamide NC1=CC=CC(=N1)S(=O)(=O)NC(=O)C=1C(=NC(=CC1)C1=CC(=CC(=C1)OCC(C)C)F)N1CCC2(CC2)C1